4-(3-(2,6-difluoro-3-(propylsulphonamido)benzoyl)-1H-pyrazolo[3,4-b]pyridin-5-yl)-N-ethylbenzenesulfonamide FC1=C(C(=O)C2=NNC3=NC=C(C=C32)C3=CC=C(C=C3)S(=O)(=O)NCC)C(=CC=C1NS(=O)(=O)CCC)F